6-methyl-2-[4-[2-[4-(6-methyl-7-sulfonato-1,3-benzothiazol-2-yl)phenyl]iminohydrazinyl]phenyl]-1,3-benzothiazole-7-sulfonate CC1=C(C2=C(N=C(S2)C2=CC=C(C=C2)NN=NC2=CC=C(C=C2)C=2SC3=C(N2)C=CC(=C3S(=O)(=O)[O-])C)C=C1)S(=O)(=O)[O-]